8-(5-chloro-3-fluoropyridin-2-yl)-5-(4-fluorobenzyl)-6,9-dioxo-5,8-diazaspiro[3.5]nonane-2-carboxamide ClC=1C=C(C(=NC1)N1CC(N(C2(CC(C2)C(=O)N)C1=O)CC1=CC=C(C=C1)F)=O)F